FC1=CC=C(C=C1)CC(=O)NC1=NC=CC(=C1)C1=C(C=2C(NC3(CC2N1)CCC3)=O)NC3=C(C=CC=C3)C 2-(4-Fluorophenyl)-N-{4-[3'-(2-methylanilino)-4'-oxo-1',4',5',7'-tetrahydrospiro[cyclobutan-1,6'-pyrrolo[3,2-c]pyridin]-2'-yl]pyridin-2-yl}acetamid